N[C@@H](CCC(=O)O)C(=O)[C@](CCC(=O)O)(C(=O)O)NC(=O)C1=CC=C(NCC2=CN=C3N=C(N)NC(=O)C3=N2)C=C1 γ-glutamyl-folic acid